2-(4-fluorophenyl)propan-1-one FC1=CC=C(C=C1)C(C=O)C